ClC1=NC=CC(=N1)NS(=O)(=O)C1CC1 N-(2-chloropyrimidin-4-yl)cyclopropanesulfonamide